methyl 3-bromo-1H-pyrrolo[2,3-b]pyridin-5-carboxylate BrC1=CNC2=NC=C(C=C21)C(=O)OC